FC1=CC2=C(N(C(N=C2N2CCC(CC2)CN=C=NCCOC)=O)C=2C(=NC=CC2C)C(C)C)N=C1C1=C(C=CC=C1)F 6-fluoro-7-(2-fluorophenyl)-1-(2-isopropyl-4-methylpyridin-3-yl)-4-(4-(((((2-methoxyethyl)imino)methylene)amino)methyl)piperidin-1-yl)pyrido[2,3-d]pyrimidin-2(1H)-one